FC1=C(C=O)C=CC(=C1)C=1N(C=C(N1)C(F)(F)F)C(C)C 2-fluoro-4-(1-isopropyl-4-(trifluoromethyl)-1H-imidazol-2-yl)benzaldehyde